2-(4-((2-cyclohexylethyl)amino)piperazin-1-yl)-8-nitro-6-(trifluoromethyl)-4H-benzo[e][1,3]thiazin-4-one C1(CCCCC1)CCNN1CCN(CC1)C=1SC2=C(C(N1)=O)C=C(C=C2[N+](=O)[O-])C(F)(F)F